1-(3-(2-methylphenyl)-1,2,4-oxadiazol-5-yl)piperidine-4-carboxylic acid CC1=C(C=CC=C1)C1=NOC(=N1)N1CCC(CC1)C(=O)O